C(C)[Si](N)(C)CC bis-ethyl-methyl-amino-silicon